C(C)C1=C(C2=C(NN=N2)C=C1)CNC(C1=CN=C(C(=C1)F)OC)=O N-((5-ethyl-1H-benzotriazol-4-yl)methyl)-5-fluoro-6-methoxynicotinamide